2,4-difluoro-8-chloro-3-(3-methyl-piperazin-1-yl)-5-ethyl-5H-indolo[3,2-c]quinoline FC=1C=C2C=3C(=CN(C2=C(C1N1CC(NCC1)C)F)CC)C1=CC(=CC=C1N3)Cl